C(\C=C/C(=O)[O-])(=O)[O-].C(CCC)[Sn+2]CCCC din-butyltin maleate